C(=O)C1=NC(=NC=C1)NC(OCC1=CC=CC=C1)=O benzyl (4-formylpyrimidin-2-yl)carbamate